6-[5-[(1S)-1-aminoethyl]-3-cyclopropyl-1,2,4-triazol-1-yl]pyridine-3-carbonitrile N[C@@H](C)C1=NC(=NN1C1=CC=C(C=N1)C#N)C1CC1